O1CCC(=CC1)C1=CC=C2[C@@H](COC(C2=C1)(C)C)NC (S)-7-(3,6-dihydro-2H-pyran-4-yl)N,1,1-trimethylisochroman-4-amine